(4-(4-((3-(3,6-difluoropyridin-2-yl)-1-((1r,4r)-4-ethoxycyclohexyl)-1H-pyrazol-4-yl)carbamoyl)thiazol-2-yl)-1H-pyrazol-1-yl)methyl L-valinate mesylate S(C)(=O)(=O)O.N[C@@H](C(C)C)C(=O)OCN1N=CC(=C1)C=1SC=C(N1)C(NC=1C(=NN(C1)C1CCC(CC1)OCC)C1=NC(=CC=C1F)F)=O